3,5-difluoro-4-[[5-(2-pyridylmethyl)tetrazol-1-yl]methyl]benzohydroxamic acid FC=1C=C(C(=O)NO)C=C(C1CN1N=NN=C1CC1=NC=CC=C1)F